bis(3-methoxypropyl)amine COCCCNCCCOC